N12CCC(CC1)(CC2)C2=NOC(=N2)C=2C(=CC(=NC2)NC2=CC=C1C(=N2)C(OC1=O)(C)C)NCC=1C=NC=CC1 2-{[5-(3-{1-azabicyclo[2.2.2]octan-4-yl}-1,2,4-oxadiazol-5-yl)-4-{[(pyridin-3-yl)methyl]amino}pyridin-2-yl]amino}-7,7-dimethyl-5H,7H-furo[3,4-b]pyridin-5-one